NC1=NC2=CC=CC(=C2C(=C1)O)C#C[Si](C(C)C)(C(C)C)C(C)C 2-amino-5-((triisopropylsilyl)ethynyl)quinolin-4-ol